(9Z,12Z)-3-hydroxy-2-(hydroxymethyl)propyl octadeca-9,12-dienoate C(CCCCCCC\C=C/C\C=C/CCCCC)(=O)OCC(CO)CO